C(CCCCCC(C)(C)C)(=O)OC.C(CCCCCC(C)(C)C)(=O)OC.[Sn] tin dimethyl dineodecanoate